2-bromo-4-(bromomethyl)benzoic acid BrC1=C(C(=O)O)C=CC(=C1)CBr